Cl.Cl.Cl.C(C)C=1C(=C(C(=O)N)C=CC1C1=CC(=C2C(=N1)C=CS2)NCCCN2CCC(CC2)N2CCCC2)CC diethyl-4-(7-((3-(4-(pyrrolidin-1-yl)piperidin-1-yl)propyl)amino)thieno[3,2-b]pyridin-5-yl)benzamide trihydrochloride